((S)-3-((S)-sec-butyl)-2-oxo-2,3,4,5-tetrahydro-1H-benzo[e][1,4]diazepine-4-carbonyl)-L-proline [C@H](C)(CC)[C@@H]1N(CC2=C(NC1=O)C=CC=C2)C(=O)N2[C@@H](CCC2)C(=O)O